4-(4-((1R,5S)-3,8-diazabicyclo[3.2.1]octan-3-yl)-8-fluoro-2-((2-fluorotetrahydro-1H-pyrrolizin-7a(5H)-yl)ethynyl)-1,6-naphthyridin-7-yl)-5-ethyl-6-fluoronaphthalen-2-ol [C@H]12CN(C[C@H](CC1)N2)C2=CC(=NC1=C(C(=NC=C21)C2=CC(=CC1=CC=C(C(=C21)CC)F)O)F)C#CC21CCCN1CC(C2)F